(R)-3-(2-(difluoromethoxy)-5-fluoropyridin-4-yl)-4,5,6,7-tetrahydro-1H-indazole-6-carboxylic acid methyl ester COC(=O)[C@@H]1CCC=2C(=NNC2C1)C1=CC(=NC=C1F)OC(F)F